N,N-dimethylbenzo[d]isoxazole-3-carboxamide CN(C(=O)C1=NOC2=C1C=CC=C2)C